methyl 1-(4-bromo-3-fluoro-2-nitrophenyl)-4-methyl-1H-pyrazole-5-carboxylate BrC1=C(C(=C(C=C1)N1N=CC(=C1C(=O)OC)C)[N+](=O)[O-])F